C(C)OC(=O)C1(N=C(OC1)[C@@]1(C[C@H](CC1)NS(=O)(=O)C)CC1=CC(=CC=C1)C=1C(=NC=CC1)OC)O ethyl-4-hydroxy-2-((1R,3S)-1-(3-(2-methoxypyridin-3-yl)benzyl)-3-(methylsulfon amido)cyclopentyl)-4,5-dihydrooxazole-4-carboxylate